ClC1=CC(=NC(=N1)C(F)(F)F)NC(=O)[C@@H]1[C@H](C1)C1=NC=CC(=N1)C |r| rac-(1S*,2S*)-N-(6-chloro-2-(trifluoromethyl)pyrimidin-4-yl)-2-(4-methylpyrimidin-2-yl)cyclopropane-1-carboxamide